tert-butyl N-[(3R)-1-[6-(1-azidoethyl)pyridazin-3-yl]-3-piperidyl]-N-(cyclobutylmethyl)carbamate N(=[N+]=[N-])C(C)C1=CC=C(N=N1)N1C[C@@H](CCC1)N(C(OC(C)(C)C)=O)CC1CCC1